C(C)(C)C1CC2=C(C=N1)N=C(S2)COC 6-isopropyl-2-(methoxymethyl)-6,7-dihydrothiazolo[4,5-c]Pyridine